OC1(CCC(CC1)N1N=C(C(=C1)C(=O)N)OC(C)C)C 1-((4-hydroxy-4-methylcyclohexyl)-3-isopropoxy-1H-pyrazol-4-yl)formamide